octadecyldiethyl(3-triethoxysilylpropyl)silicon C(CCCCCCCCCCCCCCCCC)[Si](CCC[Si](OCC)(OCC)OCC)(CC)CC